CP(=O)(C)C1=C(C=CC=C1)NC1=C2NC=NC2=NC(=N1)NC=1C=C2CCC(NC2=CC1)=O 6-((6-((2-(dimethylphosphoryl)phenyl)amino)-7H-purin-2-yl)amino)-3,4-dihydroquinolin-2(1H)-one